ClC=1C=C(C2=C(CCO2)C1)CO[C@@H]1CC[C@H](CC1)C(F)(F)F 5-chloro-7-(((trans-4-(trifluoromethyl)cyclohexyl)oxy)methyl)-2,3-dihydrobenzofuran